(2,4'-bipyridin-3-yl)methanone N1=C(C(=CC=C1)C=O)C1=CC=NC=C1